tert-butyl (1S)-1-((tert-butylsulfinyl)amino)-1,3-dihydrospiro[indene-2,4'-piperidine]-1'-carboxylate C(C)(C)(C)S(=O)N[C@@H]1C2=CC=CC=C2CC12CCN(CC2)C(=O)OC(C)(C)C